C(C)(=O)C1=C(C(=CC=C1)Cl)NC(C1=CC=C(C=C1)O)=O N-(2-acetyl-6-chloro-phenyl)-4-hydroxy-benzamide